OC[C@H]1O[C@H](CN(C1)C(C1=CC=CC=C1)(C1=CC=CC=C1)C1=CC=CC=C1)N1C=2N=C(NC(C2N=C1)=O)NC(COC1=CC=CC=C1)=O 9-{(2R,6S)-6-hydroxymethyl-4-tritylmorpholin-2-yl}-N2-(phenoxyacetyl)guanine